tert-butyl 4-(1-(2-hydroxyethyl)piperidin-4-yl)piperazine-1-carboxylate OCCN1CCC(CC1)N1CCN(CC1)C(=O)OC(C)(C)C